4-chloro-2-(2,6-dimethylphenyl)-6-(1-phenylcyclopropyl)pyrimidine ClC1=NC(=NC(=C1)C1(CC1)C1=CC=CC=C1)C1=C(C=CC=C1C)C